Isobutyl-thiuram disulphide C(C(C)C)NC(=S)SSC(=S)N